CC1=NC=2N(C(=C1)C=O)N=CN2 (5-methyl-[1,2,4]triazolo[1,5-a]pyrimidin-7-yl)methanone